1-(pyrimidin-4-yl)ethanol N1=CN=C(C=C1)C(C)O